FC1=CC=C(C2=CN(N=C12)C1OCCCC1)C1=C(C(=NC2=C3C=CC=NC3=C(C=C12)OC(C)C)OCC1=CC=C(C=C1)OC)N 4-[7-fluoro-2-(oxan-2-yl)indazol-4-yl]-2-[(4-methoxyphenyl)methoxy]-6-propan-2-yloxy-1,7-phenanthrolin-3-amine